tert-butyl 2-chloro-4-fluoro-8,9,10,11-tetrahydro-7H-8,11-epiminocyclohepta[c]quinoline-12-carboxylate ClC=1C=C2C3=C(C=NC2=C(C1)F)CC1CCC3N1C(=O)OC(C)(C)C